COC=1C=C(C=CC1OC)C1=NN2C(C(CC(C2)C2=CC=C(C=C2)N2CCN(CC2)C(C)C)C)=N1 2-(3,4-dimethoxyphenyl)-6-(4-(4-isopropylpiperazin-1-yl)phenyl)-8-methyl-5,6,7,8-tetrahydro-[1,2,4]triazolo[1,5-a]pyridine